CC(C(Cl)(Cl)Cl)(C)NC([O-])=O 1,1-dimethyl-2,2,2-Trichloroethylcarbamate